CON=C(COC1=CC(=NN1C)C(F)(F)F)C1=C(C=C(C=C1)Cl)Cl 1-(2,4-dichlorophenyl)-2-((1-methyl-3-(trifluoromethyl)-1H-pyrazol-5-yl)oxy)ethan-1-one-O-methyloxime